tert-Butyl-((3R,5R)-5-fluoro-1-(3-methyl-2-(4,4,5,5-tetramethyl-1,3,2-dioxaborolan-2-yl)benzofuran-6-carbonyl)piperidin-3-yl)carbamate C(C)(C)(C)OC(N[C@H]1CN(C[C@@H](C1)F)C(=O)C1=CC2=C(C(=C(O2)B2OC(C(O2)(C)C)(C)C)C)C=C1)=O